C1(=CC=CC=C1)CCCB(O)O 3-PHENYLPROPYLBORONIC ACID